C(C)OCCOCCOC=1OC2=C(C1)C=CC=C2 2-(2-(2-ethoxyethoxy)ethoxy)benzofuran